(E)-N'-(1-(pyridin-2-yl)ethylidene)azetidine-1-carbothiohydrazide N1=C(C=CC=C1)\C(\C)=N\NC(=S)N1CCC1